N,N-dimethyl-p-nitroaniline CN(C1=CC=C(C=C1)[N+](=O)[O-])C